7-chloro-1-methyl-4-(1-(naphthalen-1-ylmethyl)piperidin-4-yl)-1,4-dihydropyrido[2,3-b]pyrazine-2,3-dione ClC1=CC2=C(N(C(C(N2C)=O)=O)C2CCN(CC2)CC2=CC=CC3=CC=CC=C23)N=C1